2-((1S,6S)-6-aminocyclohex-3-en-1-yl-2,2,3,4,5,5-d6)-5-chloro-3-methyl-N-(thiophen-2-ylmethyl)thieno[3,2-b]pyridin-7-amine trifluoroacetate FC(C(=O)O)(F)F.N[C@H]1C(C(=C(C([C@@H]1C1=C(C2=NC(=CC(=C2S1)NCC=1SC=CC1)Cl)C)([2H])[2H])[2H])[2H])([2H])[2H]